FC1=CC=C(C=C1)[C@@H]1N(CCC2=CC=CC=C12)C(=O)[C@@H]1OC[C@@H]([C@H](C1)NS(=O)(=O)C1=CC=C(C=C1)C)O[C@@H](CO)C=C N-((2R,4S,5R)-2-((S)-1-(4-fluorophenyl)-1,2,3,4-tetrahydroisoquinoline-2-carbonyl)-5-(((R)-1-hydroxybut-3-en-2-yl)oxy)tetrahydro-2H-pyran-4-yl)-4-methylbenzenesulfonamide